1-(4-chlorobenzyl)-6-(3,5-dimethylisoxazol-4-yl)-1H-imidazo[4,5-b]pyridin-2(3H)-one ClC1=CC=C(CN2C(NC3=NC=C(C=C32)C=3C(=NOC3C)C)=O)C=C1